5-amino-N1,N3-bis(2,3-dihydroxypropyl)-2,4,6-triiodo-isophthalamide NC=1C(=C(C(=C(C(=O)NCC(CO)O)C1I)I)C(=O)NCC(CO)O)I